C1(=CC=C(C=C1)C(C(=O)[O-])(CC(=O)[O-])CCOC(C=C)=O)C1=CC=CC=C1 [1,1'-biphenyl]-4-yl(2-(acryloyloxy)ethyl)succinate